tyrosine-d N[C@@H](CC1=CC=C(C=C1)O)C(=O)O[2H]